C(C=C)N(C(CCl)=O)C1=C(C=CC=C1)C(C1=CC=CC=C1)=O N-allyl-N-(2-benzoylphenyl)-2-chloroacetamide